tert-butyl (S)-(3-(4-fluorophenyl)-1-(methoxy(methyl)amino)-1-oxopropan-2-yl)carbamate FC1=CC=C(C=C1)C[C@@H](C(=O)N(C)OC)NC(OC(C)(C)C)=O